3-(3-methoxy-5-(1-(tetrahydro-2H-pyran-2-yl)-1H-pyrazol-4-yl)pyridin-2-yl)-N-methyl-N-(2,2,6,6-tetramethylpiperidin-4-yl)-1,2,4-triazin-6-amine COC=1C(=NC=C(C1)C=1C=NN(C1)C1OCCCC1)C=1N=NC(=CN1)N(C1CC(NC(C1)(C)C)(C)C)C